C(C)C=1N=CC(=NC1C)NC1=NC=CC(=C1)COC1=CC=C(C2=CC=CC=C12)NC(N)=O 3-(4-((2-((5-ethyl-6-methylpyrazin-2-yl)amino)pyridin-4-yl)methoxy)naphthalen-1-yl)urea